FC(C(=O)O)(F)F.FC1=C(C(=O)NCC2CCC(CC2)N2N=C3C=C(C=CC3=C2)N2C=NC=C2)C=C(C(=C1F)O)F 2,3,5-trifluoro-4-hydroxy-N-({(1r,4r)-4-[6-(1H-imidazol-1-yl)-2H-indazol-2-yl]cyclohexyl}methyl)benzamide, trifluoroacetate salt